C(C)(=O)NC1=NC=C(C(=C1)OC1=C(C=C(C=C1)NC1=C(C(=O)NC2=CC=CC=C2)C=CC=N1)F)Cl 2-((4-((2-acetamido-5-chloropyridin-4-yl)oxy)-3-fluorophenyl)amino)-N-phenylnicotinamide